Cl.Cl.C(C)(C)C=1C=NN2C1N=C(C=C2NC2CCNCC2)C 3-isopropyl-5-methyl-N-(4-piperidinyl)pyrazolo[1,5-a]pyrimidin-7-amine dihydrochloride